ethyl 2-methoxy-1H-pyrazolecarboxylate CON1NC=CC1C(=O)OCC